methyl (2R)-2-(tert-butoxycarbonylamino)-3-iodo-propanoate C(C)(C)(C)OC(=O)N[C@H](C(=O)OC)CI